(3S)-3-methyl-hexahydro-pyrrolo[1,2-a]Pyrazin-6(2H)-one C[C@@H]1NCC2N(C1)C(CC2)=O